7-bromo-2-thioxo-2,3-dihydropyrazolo[1,5-a][1,3,5]triazin-4(1H)-one BrC1=NN2C(NC(NC2=O)=S)=C1